FC(C=1N=NN(N1)[C@H](C1CCN(CC1)C(=O)C1=NC=CC(=C1)C=1OC2=C(N1)C=C(C=C2)C2=CN=CN2C)C2=CC=CC=C2)F |r| (R/S)-(4-((5-(difluoromethyl)-2H-tetrazol-2-yl)(phenyl)methyl)piperidin-1-yl)(4-(5-(1-methyl-1H-imidazol-5-yl)benzo[d]oxazol-2-yl)pyridin-2-yl)methanone